CC1=C(OC2=C(C=C(C=C2C1=O)C)[C@@H](C)NC1=CC=C(C(=C1C(=O)N)F)F)C=1C=NC=CC1 6-[[(1R)-1-[3,6-Dimethyl-4-oxo-2-(3-pyridyl)-chromen-8-yl]ethyl]-amino]-2,3-difluoro-benzamide